C(C)(C)(C)OC(=O)N1N=CC(=C1)C1=CC(=CC=C1)C 4-(3-methylphenyl)-1H-pyrazole-1-carboxylic acid tert-butyl ester